C1(CC1)N1N=CC(=C1)[C@@H]1CN(C[C@H](O1)C)C1=NC2=NC(=C(N=C2C(=N1)C12CC(C1)(C2)C(F)(F)F)C)C (2R,6R)-2-(1-cyclopropyl-1H-pyrazol-4-yl)-4-(6,7-dimethyl-4-(3-(trifluoromethyl)bicyclo[1.1.1]pentan-1-yl)pteridin-2-yl)-6-methylmorpholine